3-(4-(Imidazo[4,5-d]pyrrolo[2,3-b]pyridin-1(6H)-yl)-1H-pyrazol-1-yl)propanenitrile N1(C=NC=2C1=C1C(=NC2)NC=C1)C=1C=NN(C1)CCC#N